tert-butyl ((S)-1-((S)-2-cyano-4,4-difluoropyrrolidin-1-yl)-3-methyl-1-oxobutan-2-yl)carbamate C(#N)[C@H]1N(CC(C1)(F)F)C([C@H](C(C)C)NC(OC(C)(C)C)=O)=O